FC1=C(C#N)C=CC(=C1)N1CCN(CC1)CCCC=1NC(C2=CC(=CC(=C2C1)C)F)=O 2-fluoro-4-(4-(3-(7-fluoro-5-methyl-1-oxo-1,2-dihydroisoquinolin-3-yl)propyl)piperazin-1-yl)benzonitrile